CC(C=O)CO[C@H]1[C@@H]2[C@H](OC1)[C@@H](CO2)OCC2=CC=CC=C2 methyl-3-(((3R,3aR,6R,6aR)-6-(benzyloxy)hexahydrofuro[3,2-b]furan-3-yl)oxy)propanal